C1(CC1)C1=NN=C(O1)C(=O)N1[C@@H](C2=C(CC1)NC=N2)C2=NN1C(C=C(C=C1)F)=C2 (S)-(5-cyclopropyl-1,3,4-oxadiazol-2-yl)(4-(5-fluoropyrazolo[1,5-a]pyridin-2-yl)-6,7-dihydro-1H-imidazo[4,5-c]pyridin-5(4H)-yl)methanone